BrC=1C=C2C=NC=NC2=CC1 6-bromoquinazoline